N-(8'-bromo-4'H-spiro[cyclopropane-1,5'-naphtho[2,1-d]isoxazol]-3'-yl)-1-(tetrahydro-2H-pyran-4-yl)methanesulfonamide BrC1=CC=C2C3(CC=4C(=NOC4C2=C1)NS(=O)(=O)CC1CCOCC1)CC3